CC1=C(C=CC=C1NC(CC(C)C)=O)C1=C2C=C(NC2=C(C=C1)C(=O)N)C=1CCN(CC1)S(=O)(=O)C 4-(2-methyl-3-(3-methylbutanamido)phenyl)-2-(1-(methylsulfonyl)-1,2,3,6-tetrahydropyridin-4-yl)-1H-indole-7-carboxamide